FC1=CC=C(CNCC2CN(CC2)C)C=C1 (4-fluoro-benzyl)-(1-methyl-pyrrolidin-3-ylmethyl)-amine